C(#N)CC1(CCN(CC1)C1CCN(CC1)C(=O)C1=C(C(=NC=C1)C(F)(F)F)F)N1N=C(C(=C1)C(=O)N)NC(=O)C1CC1 1-[4-(cyanomethyl)-1-[1-[3-fluoro-2-(trifluoromethyl)pyridine-4-carbonyl]-4-piperidyl]-4-piperidyl]-3-(cyclopropanecarbonylamino)pyrazole-4-carboxamide